C(C1=CC=CC=C1)OC1CN(CC1)C=1C=C(C=NC1)OC1=CC(=NC(=C1)Cl)C#N 4-((5-(3-(benzyloxy)pyrrolidin-1-yl)pyridin-3-yl)oxy)-6-chloropicolinonitrile